(2-amino-2-oxoethyl)((4-(2-(4-cyanobenzyl)-2H-tetrazol-5-yl)-2-methoxyphenyl)sulfonyl)carbamic acid tert-butyl ester C(C)(C)(C)OC(N(S(=O)(=O)C1=C(C=C(C=C1)C=1N=NN(N1)CC1=CC=C(C=C1)C#N)OC)CC(=O)N)=O